NC=1C=C(C=C(C(=O)O)C1)OC1=CC(=CC(=C1)F)F 5-amino-3-[(3,5-difluorophenyl)oxy]benzoic acid